1-(2-(2-(2,2-difluoroethoxy)-5-fluorophenyl)ethyl)formamide FC(COC1=C(C=C(C=C1)F)CCC(=O)N)F